C(CCCCCCCCC)(=O)OCCOCCOC(CCCCCCCCC)=O diethylene glycol didecanoate